tert-butyl 4-((2-iodo-1-(2,2,2-trifluoroethyl)-1H-indol-4-yl)amino)-2-methylpiperidine-1-carboxylate IC=1N(C2=CC=CC(=C2C1)NC1CC(N(CC1)C(=O)OC(C)(C)C)C)CC(F)(F)F